CC=1C=CC=C2C(CCOC12)NC(=O)NC1=NN(C=C1)C1CCN(CC1)C 1-(8-methylchroman-4-yl)-3-(1-(1-methylpiperidin-4-yl)-1H-pyrazol-3-yl)urea